(R)-2-((4-amino-6-(3-methylimidazo[1,5-a]pyridin-6-yl)-1,3,5-triazin-2-yl)amino)-2-(3-fluorophenyl)ethan-1-ol monobutyl-fumarate (monobutyl-fumarate) C(CCC)/C(/C(=O)O)=C\C(=O)O.C(CCC)/C(/C(=O)O)=C\C(=O)O.NC1=NC(=NC(=N1)C=1C=CC=2N(C1)C(=NC2)C)N[C@@H](CO)C2=CC(=CC=C2)F